NC1=C(C(=CC(=C1)F)C)C1=C(C=C(C(=C1)Cl)C(=O)NC=1C=C(C(=NC1)C(=O)NCC#N)Cl)F 5-(2'-amino-5-chloro-2,4'-difluoro-6'-methyl-[1,1'-biphenyl]-4-carboxamido)-3-chloro-N-(cyanomethyl)picolinamide